C(C)OP(OCC)(=O)CNC(=O)NC1=CC=C(C=C1)C1CN(CC2=C(C=C(C=C12)Cl)Cl)C diethyl(3-(4-(6,8-dichloro-2-methyl-1,2,3,4-tetrahydroisoquinolin-4-yl)phenyl)ureido)methylphosphonate